methyl 2-(1'-(tert-butoxycarbonyl)-[1,4'-bipiperidin]-4-yl)-5-nitro-2H-indazole-6-carboxylate C(C)(C)(C)OC(=O)N1CCC(CC1)N1CCC(CC1)N1N=C2C=C(C(=CC2=C1)[N+](=O)[O-])C(=O)OC